BrC1=CC(=C(O[C@H](CO)CF)C=C1F)C(CC)(F)F (R)-2-(4-bromo-2-(1,1-difluoropropyl)-5-fluorophenoxy)-3-fluoropropan-1-ol